trimethylsilyloxy-silicic acid C[Si](OO[Si](O)(O)O)(C)C